CC1=CC=C(C=C1)S(=O)(=O)OC1=CC(=C(C(=C1C)OCC1CC1)C=O)OS(=O)(=O)C1=CC=C(C=C1)C 5-(Cyclopropylmethoxy)-4-formyl-6-methyl-1,3-phenylene bis(4-methylbenzene-sulfonate)